C1(CC1)[C@]1(NC(NC1=O)=O)CCC(=O)OC(C)(C)C |r| (±)-Tert-butyl 3-(4-cyclopropyl-2,5-dioxoimidazolidin-4-yl)propanoate